(S)-2-((2-(2,6-difluoro-4-(methylcarbamoyl)phenyl)-6-methylbenzofuran-3-yl)methyl)morpholine-4-carboxylic acid tert-butyl ester C(C)(C)(C)OC(=O)N1C[C@@H](OCC1)CC1=C(OC2=C1C=CC(=C2)C)C2=C(C=C(C=C2F)C(NC)=O)F